N[C@H](C)[C@@H]1CC[C@H](CC1)C(=O)NC1=CC=NC=C1 (R)-(+)-trans-4-(1-aminoethyl)-N-(4-pyridinyl)cyclohexanamide